C(#N)C=1C=C(C=C(C1)C#N)CC#N 3,5-dicyanobenzeneacetonitrile